5-fluoro-N-isopropylbenzene-1,2-diamine FC1=CC=C(C(=C1)NC(C)C)N